C(CC(=O)OCCCC)(=O)OCCCC din-butyl malonate